S1C(=CC2=C1C=CC=C2)NC(=O)C2(CCCCCC2)C N-(1-Benzothiophen-2-yl)-1-methylcycloheptan-1-carboxamid